NC[C@H](CO)O |r| rac-3-aminopropane-1,2-diol